5-(1-methyl-1H-pyrrolo[2,3-b]pyridin-5-yl)-2,3-dihydro-1H-inden-4-amine CN1C=CC=2C1=NC=C(C2)C2=C(C=1CCCC1C=C2)N